(S)-7-chloro-2-(cyclopropyl-(4-fluoro-3-methylphenyl)methyl)-5-(4,4,5,5-tetramethyl-1,3,2-dioxaborolan-2-yl)-3,4-dihydroisoquinolin-1(2H)-one ClC1=CC(=C2CCN(C(C2=C1)=O)[C@H](C1=CC(=C(C=C1)F)C)C1CC1)B1OC(C(O1)(C)C)(C)C